COC=1C=C2CCN(CC2=CC1OC)C1=NC(=NC(=C1)C1=C2C=CNC2=CC=C1)N 4-(6,7-Dimethoxy-3,4-dihydroisoquinolin-2(1H)-yl)-6-(1H-indol-4-yl)pyrimidin-2-amine